6-chloro-2-((R)-1-((S)-4,6-dimethyl-1,4-diazepan-1-yl)butyl)-3-ethyl-7-fluoroquinazolin-4(3H)-one ClC=1C=C2C(N(C(=NC2=CC1F)[C@@H](CCC)N1CCN(C[C@@H](C1)C)C)CC)=O